6-chloro-5-(piperazin-1-yl)picolinate ClC1=C(C=CC(=N1)C(=O)[O-])N1CCNCC1